NC1=CC=C(C(=N1)CNC(OC(C)(C)C)=O)F tert-butyl (6-amino-3-fluoropyridin-2-yl)methylcarbamate